C1(CC1)C=1C(=NON1)C(=O)N[C@H](C=1N=C2N(N=CC(=C2)C[C@@H]2C(N[C@H](C2)C(F)(F)F)=O)C1)C1CCC(CC1)(F)F |o1:21,24| 4-Cyclopropyl-N-((S)-(4,4-difluorocyclohexyl)(7-(((3S*,5R*)-2-oxo-5-(trifluoromethyl)pyrrolidin-3-yl)methyl)imidazo[1,2-b]pyridazin-2-yl)methyl)-1,2,5-oxadiazole-3-carboxamide